ClC1=CC(=C2C(C(=CN(C2=N1)C=1SC=C(N1)C=1C=NC=CC1)C(=O)OCC)=O)C ethyl 7-chloro-5-methyl-4-oxo-1-[4-(pyridin-3-yl)-1,3-thiazol-2-yl]-1,4-dihydro-1,8-naphthyridine-3-carboxylate